C(CCCCCCC)OC1=CC=C(C=C1)NC(=O)C=1C(OC2=CC(=CC=C2C1)OC)=O N-(4-octyloxyphenyl)-7-methoxycoumarin-3-carboxamide